2-[4,4-Bis(methoxymethyl)cyclohexen-1-yl]-4,4,5,5-tetramethyl-1,3,2-dioxaborolane COCC1(CC=C(CC1)B1OC(C(O1)(C)C)(C)C)COC